methyl 7-carbamoyl-2-cyclopentyl-8-(naphthalen-1-ylmethyl)-6-oxo-9-(3-(trifluoromethyl)phenyl)-3,4-dihydro-2H,6H-pyrido[1,2-e][1,2,5]thiadiazine-4-carboxylate 1,1-dioxide C(N)(=O)C1=C(C(=C2N(C(CN(S2(=O)=O)C2CCCC2)C(=O)OC)C1=O)C1=CC(=CC=C1)C(F)(F)F)CC1=CC=CC2=CC=CC=C12